N,N-dimethyl-azetidine-3-carboxamide CN(C(=O)C1CNC1)C